2-(6-(2,3-dichloro-6-methoxyphenyl)imidazo[1,2-b]pyridazin-2-yl)ethan-1-ol ClC1=C(C(=CC=C1Cl)OC)C=1C=CC=2N(N1)C=C(N2)CCO